3-(4-Chloroisoindolin-2-yl)azetidine-1-carboxylic acid tert-butyl ester C(C)(C)(C)OC(=O)N1CC(C1)N1CC2=CC=CC(=C2C1)Cl